5-cyclopropyl-3-isothiocyanato-1-(1-methyl-1H-pyrazol-4-yl)pyridin-2(1H)-one C1(CC1)C=1C=C(C(N(C1)C=1C=NN(C1)C)=O)N=C=S